CO[Si]1(N(CCC1)CCCC)OC 2,2-dimethoxy-N-butyl-1-aza-2-silacyclopentane